dichloro(1,2-dimethoxyethane) nickel [Ni].ClC(C(OC)Cl)OC